FC=1C=CC=C2CC(N(C12)C)=O 7-fluoro-1-methyl-2-oxoindolin